ClC=1C(=C(CN2[C@@H](C[C@@](CC2)(C(=O)O)CC2=NC(=CC(=C2F)C)NC2=NNC(=C2)C)C)C(=CC1)F)F (2R,4R)-1-(3-chloro-2,6-di-fluorobenzyl)-4-((3-fluoro-4-methyl-6-((5-methyl-1H-pyrazol-3-yl)amino)pyridin-2-yl)-methyl)-2-methylpiperidine-4-carboxylic acid